S1C(=NC=C1)C1=CC(=CC=2N=C(OC21)N2CC1CCC(C2)N1C(=O)OC(C)(C)C)OC(F)(F)F tert-Butyl 3-(7-(thiazol-2-yl)-5-(trifluoromethoxy)benzo[d]oxazol-2-yl)-3,8-diazabicyclo[3.2.1]octane-8-carboxylate